[N+](=O)([O-])C1=CC=2N(C3=CC=C(C=C3SC2C=C1)[N+](=O)[O-])C1=CC=CC=C1 2,7-dinitro-10-phenylphenothiazine